2-[4-Bromo-2-(tert-butoxymethyl)phenyl]-N-[5-(1-methylcyclopentyl)isoxazol-3-yl]acetamide BrC1=CC(=C(C=C1)CC(=O)NC1=NOC(=C1)C1(CCCC1)C)COC(C)(C)C